tert-butyl 4-[(4S)-4-(4-bromo-2,3-difluoro-phenyl)-3,3-difluoro-1-piperidyl]piperidine-1-carboxylate BrC1=C(C(=C(C=C1)[C@H]1C(CN(CC1)C1CCN(CC1)C(=O)OC(C)(C)C)(F)F)F)F